(2-chloro-3-methoxy-phenyl)-[2,7-dimethyl-3-(2H-tetrazol-5-yl)-5,7-dihydro-4H-pyrazolo[3,4-c]pyridin-6-yl]methanone ClC1=C(C=CC=C1OC)C(=O)N1C(C=2C(CC1)=C(N(N2)C)C=2N=NNN2)C